methyl 5-((4-(benzylamino)-5-methylpyrimidin-2-yl)amino)-2-(4,4,5,5-tetramethyl-1,3,2-dioxaborolan-2-yl)benzoate C(C1=CC=CC=C1)NC1=NC(=NC=C1C)NC=1C=CC(=C(C(=O)OC)C1)B1OC(C(O1)(C)C)(C)C